4,7-diphenylphenanthroline C1(=CC=CC=C1)C1=CC=NC2=C3N=CC=C(C3=CC=C12)C1=CC=CC=C1